CC1CC=2C(=CNC2CC1)C(=O)NC1=CC(=C(C=C1)C)C=1C=NC2=CC(=NC=C2C1)NC 5-methyl-N-(4-methyl-3-(7-(methylamino)-1,6-naphthyridin-3-yl)phenyl)-4,5,6,7-tetrahydro-1H-indole-3-carboxamide